NC=1C=CC(=C(C1)CO)OC(F)(F)F (5-amino-2-trifluoromethoxy-phenyl)-methanol